7-METHYL-PENTADECANE tertbutyl-2,6-diazaspiro[3.3]heptane-2-carboxylate C(C)(C)(C)OC(=O)N1CC2(C1)CNC2.CC(CCCCCC)CCCCCCCC